(S)-5-chloro-2-fluoro-4-((1-(4-fluorophenyl)ethyl)amino)-N-(thiazol-2-yl)benzenesulfonamide samarium-strontium cobalt [Co].[Sr].[Sm].ClC=1C(=CC(=C(C1)S(=O)(=O)NC=1SC=CN1)F)N[C@@H](C)C1=CC=C(C=C1)F